2,5-di-tert-butyl-1,4-di(2-methoxyethoxy)benzene methyl-8-oxobicyclo[3.2.1]octane-3-carboxylate COC(=O)C1CC2CCC(C1)C2=O.C(C)(C)(C)C2=C(C=C(C(=C2)OCCOC)C(C)(C)C)OCCOC